methyl 7-(4-(1H-pyrazol-1-yl)cyclohexane-1-carbonyl)-3-(benzyloxy)isoquinoline-5-carboxylate N1(N=CC=C1)C1CCC(CC1)C(=O)C=1C=C(C=2C=C(N=CC2C1)OCC1=CC=CC=C1)C(=O)OC